1,4,7-triazacyclononane-1-butanedioic acid N1(CCNCCNCC1)C(CC(=O)O)C(=O)O